C(=C)C=1C=C(C=CC1)C(C(SCCCC)=O)C S-butyl 2-(3-vinylphenyl)propanethioate